D-3-bromo-6-[(6-chloro-5-methylpyridazin-3-yl)(methyl)amino]Pyridine-2-carboxylic acid ethyl ester C(C)OC(=O)C1=NC(=CC=C1Br)N(C)C=1N=NC(=C(C1)C)Cl